N-[3-fluoro-4-[(7-methoxy-1,5-naphthyridin-4-yl)oxy]phenyl]-4-hydroxy-6-methyl-5-thiophen-2-ylpyridine-3-carboxamide FC=1C=C(C=CC1OC1=CC=NC2=CC(=CN=C12)OC)NC(=O)C=1C=NC(=C(C1O)C=1SC=CC1)C